2-[1-[2,6-difluoro-4-(2-isopropylsulfanyl-3-pyridyl)phenyl]Pyrazol-4-yl]Acetic acid FC1=C(C(=CC(=C1)C=1C(=NC=CC1)SC(C)C)F)N1N=CC(=C1)CC(=O)O